CN(CCC1(C(C=C(C(=C1)F)NC1=NC=C(C(=N1)C1=CNC2=C(C=CC=C12)C)C(F)(F)F)[N+](=O)[O-])NC)C 1-(2-(dimethylamino)ethyl)-5-fluoro-N1-methyl-N4-(4-(7-methyl-1H-indol-3-yl)-5-(trifluoromethyl)pyrimidin-2-yl)-2-nitrobenzene-1,4-diamine